1,4-diazabicyclo(2.2.2)-octane N12CCN(CC1)CC2